ClC1=C(OC(C(=O)O)CC)C=CC(=C1)Cl 2,4-dichlorophenoxybutyric acid